C([C@@H](CCO)O)O (R)-1,2,4-butanetriol